2-(4-(7-acetyl-4-methyl-2,3-dioxo-3,4-dihydroquinoxalin-1(2H)-yl)piperidin-1-yl)pyrimidine-5-carbonitrile C(C)(=O)C1=CC=C2N(C(C(N(C2=C1)C1CCN(CC1)C1=NC=C(C=N1)C#N)=O)=O)C